1-((2-Azaspiro[3.3]heptan-5-yl)methyl)-3-cyclopropyl-N-(2-(S-methylsulfonimidoyl)pyridin-4-yl)-4-(trifluoromethyl)-1H-pyrazole-5-carboxamide C1NCC12C(CC2)CN2N=C(C(=C2C(=O)NC2=CC(=NC=C2)S(=O)(=N)C)C(F)(F)F)C2CC2